ClC1=C2C(=NN(C2=C(C=C1)[N+](=O)[O-])CC(F)F)N(S(=O)(=O)C1CC1)CC1=CC=C(C=C1)OC N-(4-chloro-1-(2,2-difluoroethyl)-7-nitro-1H-indazol-3-yl)-N-(4-methoxybenzyl)cyclopropanesulfonamide